1-[4-(2,4-dioxo-1,3-diazinan-1-yl)phenyl]piperidin O=C1N(CCC(N1)=O)C1=CC=C(C=C1)N1CCCCC1